C(C#CC)(=O)N1[C@@H](CCC1)COC=1C=NC=CC1C1=C(C=2C(NCCC2N1)=O)NC1=C(C(=CC=C1)Cl)OC 2-(3-{[(2S)-1-(but-2-ynoyl)pyrrolidin-2-yl]methoxy}pyridin-4-yl)-3-[(3-chloro-2-methoxyphenyl)amino]-1H,5H,6H,7H-pyrrolo[3,2-c]pyridin-4-one